(S)-1-(6-(3-(4-((1,4-dioxepan-6-yl)methyl)-2-ethyl-2-methylpiperazin-1-yl)-4-(5-chloro-6-methyl-1H-indazol-4-yl)-5-methyl-1H-pyrazol-1-yl)-2-azaspiro[3.3]heptan-2-yl)prop-2-en-1-one O1CCOCC(C1)CN1C[C@](N(CC1)C1=NN(C(=C1C1=C2C=NNC2=CC(=C1Cl)C)C)C1CC2(CN(C2)C(C=C)=O)C1)(C)CC